Uric acid sodium salt [Na].N1C(=O)NC=2NC(=O)NC2C1=O